BrC1=CC=CN2C(=C(C=C12)C1=NSC(=N1)CNC(=O)C1CC1)SC(F)(F)F N-[(3-{8-bromo-3-[(trifluoromethyl)sulfanyl]indolizin-2-yl}-1,2,4-thiadiazol-5-yl)methyl]cyclopropanecarboxamide